FC=1C(=CC(=C(C(=O)NC2=C(C=CC=C2C)F)C1)O[C@@H](C)C1=CC=CC=C1)N1N=C2N(CCCC2)C1=O 5-fluoro-N-(2-fluoro-6-methylphenyl)-4-(3-oxo-5,6,7,8-tetrahydro[1,2,4]triazolo[4,3-a]pyridin-2(3H)-yl)-2-[(1S)-1-phenylethoxy]benzamide